CC(C(=O)O)CCCC=C(CC)C 2,7-dimethyl-6-nonenoic acid